N,N-diethyl-dithiocarbamic acid C(C)N(C(S)=S)CC